1-(cyclopropoxymethyl)-2-fluoro-4-nitrobenzene C1(CC1)OCC1=C(C=C(C=C1)[N+](=O)[O-])F